NC([C@H](C[C@H]1C(NCC1)=O)NC(OC(C)(C)C)=O)=O tert-Butyl ((S)-1-amino-1-oxo-3-((S)-2-oxopyrrolidin-3-yl)propan-2-yl)carbamate